5-(2-amino-[1,2,4]-triazolo[1,5-a]-pyridin-7-yl)-4-fluoro-N-(3-(4-fluorophenyl)-3-hydroxypropyl)-2-methylbenzamide NC1=NN2C(C=C(C=C2)C=2C(=CC(=C(C(=O)NCCC(O)C3=CC=C(C=C3)F)C2)C)F)=N1